4,4a,5,9b-tetrahydroindeno[1,2-d][1,3]dioxin O1COCC2C1C1=CC=CC=C1C2